(3'-((8-chloro-[1,2,4]triazolo[4,3-a]quinazolin-5-yl)(methyl)amino)-[1,1'-biphenyl]-4-yl)azetidin-2-one ClC1=CC=C2C(=NC=3N(C2=C1)C=NN3)N(C=3C=C(C=CC3)C3=CC=C(C=C3)N3C(CC3)=O)C